C1(CC1)C=1N=CN(C1C1=C(C=CC=C1F)F)CC1=CC2=C(N(C(N2C)=O)C)C=C1 5-[[4-cyclopropyl-5-(2,6-difluorophenyl)imidazol-1-yl]methyl]-1,3-dimethyl-benzimidazol-2-one